(1R,3S)-3-(5-((5-cyanopyrazin-2-yl)amino)-1H-pyrazol-3-yl)cyclopentyl (3-methyltetrahydrofuran-3-yl)carbamate CC1(COCC1)NC(O[C@H]1C[C@H](CC1)C1=NNC(=C1)NC1=NC=C(N=C1)C#N)=O